(S)-3-amino-7-(2-hydroxy-2-methylpropyloxy)-5-methyl-2,3-dihydrobenzo[b][1,4]oxazepin-4(5H)-one hydrochloride Cl.N[C@@H]1C(N(C2=C(OC1)C=CC(=C2)OCC(C)(C)O)C)=O